C(C)N(S(=O)C(C)(C)C)C(CCC)C1=CC=C(C=C1)O N-ethyl-N-(1-(4-hydroxyphenyl)butyl)-2-methylpropane-2-sulfinamide